(S)-2-((2R,5R)-2,5-diphenylphospholan-1-yl)-1-phenylethan-1-ol C1(=CC=CC=C1)[C@@H]1P([C@H](CC1)C1=CC=CC=C1)C[C@@H](O)C1=CC=CC=C1